ClC1=C(C(=CC=C1)C1=NC2=C(N1)C=C(C(=C2)OC)F)C=2C(=CC(=CC2)C(N[C@@H](CCC)C2=C(C=C(C=C2)Cl)OC)=O)C(=O)O (S)-2'-chloro-4-{[1-(4-chloro-2-methoxyphenyl)butyl]carbamoyl}-6'-(6-fluoro-5-methoxy-1H-1,3-benzodiazol-2-yl)-[1,1'-biphenyl]-2-carboxylic acid